CC1(C(C1)CN1N=CC(=C1)C=1C=CC(=NC1C1=CC=C2C=CC=NC2=C1)C#N)C 5-{1-[(2,2-dimethylcyclopropyl)methyl]-1H-pyrazol-4-yl}-6-quinolin-7-ylpyridine-2-carbonitrile